FC=1C=C2CN(CC2=CC1)C(=O)NC1=CC=C(C=C1)C=1CCN(CC1)S(NC(C(C)C)=O)(=O)=O 5-FLUORO-N-(4-(1-(N-ISOBUTYRYLSULFAMOYL)-1,2,3,6-TETRAHYDROPYRIDIN-4-YL)PHENYL)ISOINDOLINE-2-CARBOXAMIDE